4-fluorobiphenyl FC1=CC=C(C=C1)C1=CC=CC=C1